(3-HYDROXYPROPYL)-1H-1,2,3-TRIAZOL OCCCN1N=NC=C1